CN(CCNS(OCC(=O)NC=1SC2=C(N1)CCCC2C2=CC(=C(C=C2)F)F)(=O)=O)C 2-((7-(3,4-difluorophenyl)-4,5,6,7-tetrahydrobenzo[d]thiazol-2-yl)amino)-2-oxoethyl (2-(dimethylamino)ethyl)sulfamate